1-[4-(3-trimethoxysilylpropyl)phenyl]urea CO[Si](CCCC1=CC=C(C=C1)NC(=O)N)(OC)OC